C(CCCCCCCCCCCCC)N1C=C(C(C(=C1)O)=O)O N-tetradecyl-3,5-dihydroxypyridin-4-one